C1=CC=CC2=CC3=CC4=CC=C5C=C6C=C7C=CC=CC7=CC6=CC5=C4C=C3C=C12 Heptaphen